COS(=O)(=O)O.NCCNCCNCCN triethylenetetramine methyl-sulfate salt